(R)-3-(2-((1-(2-((8-azido-2,2-dimethyloctyl)(6-methylpyridin-2-yl)carbamoyl)-5-methoxyphenyl)piperidin-4-yl)methoxy)pyridin-4-yl)-3-cyclopropylpropanoic acid N(=[N+]=[N-])CCCCCCC(CN(C(=O)C1=C(C=C(C=C1)OC)N1CCC(CC1)COC1=NC=CC(=C1)[C@H](CC(=O)O)C1CC1)C1=NC(=CC=C1)C)(C)C